(R)-N-(8,9-difluoro-6-oxo-1,2,3,4,5,6-hexahydrophenanthridin-1-yl)-6-fluoro-N,4-dimethyl-1H-indole-2-carboxamide FC=1C=C2C(NC=3CCC[C@H](C3C2=CC1F)N(C(=O)C=1NC2=CC(=CC(=C2C1)C)F)C)=O